2-(3-fluorophenyl)-6-methoxy-3,4-dihydroisoquinoline-1(2H)-one FC=1C=C(C=CC1)N1C(C2=CC=C(C=C2CC1)OC)=O